C(C)(C)(C)OC(=O)N[C@@H](C(CN(C(OC(C)(C)C)=O)C(C)C)CNC1=C(C=C(C(=C1)F)S(N(C1=NC=NS1)CC1=C(C=C(C=C1)OC)OC)(=O)=O)Cl)C Tert-butyl ((3R)-3-((tert-butoxycarbonyl)amino)-2-(((2-chloro-4-(N-(2,4-dimethoxybenzyl)-N-(1,2,4-thiadiazol-5-yl)sulfamoyl)-5-fluorophenyl)amino)methyl)butyl)(isopropyl)carbamate